5-[3-[(1R)-2-methoxy-1-methyl-ethyl]-2-(trifluoromethyl)benzimidazol-5-yl]-1,3-dimethylpyridin-2-one COC[C@@H](C)N1C(=NC2=C1C=C(C=C2)C=2C=C(C(N(C2)C)=O)C)C(F)(F)F